COC=1C=C(C=CC1)CSC1=NC2=C(C=NC=C2)N1CC(=O)NC1=C(C(=C(C=C1)OC)OC)OC 2-[2-[(3-methoxyphenyl)methylsulfanyl]imidazo[4,5-c]pyridin-3-yl]-N-(2,3,4-trimethoxyphenyl)acetamide